triethylenetetramine lysine salt N[C@@H](CCCCN)C(=O)O.NCCNCCNCCN